5-[(7S)-7-fluoro-5-oxa-2-azaspiro[3.5]nonan-2-yl]pyridazin-3-one F[C@@H]1COC2(CN(C2)C2=CC(NN=C2)=O)CC1